methyl-6-(2-(dimethylamino)-3-((8-(2-octylcyclopropyl)octyl)oxy)propoxy)hexanoate COC(CCCCCOCC(COCCCCCCCCC1C(C1)CCCCCCCC)N(C)C)=O